nitrothorium [N+](=O)([O-])[Th]